5-(3-amino-2-fluorophenyl)-7-methyl-7H-pyrrolo[2,3-d]pyrimidin-4-amine NC=1C(=C(C=CC1)C1=CN(C=2N=CN=C(C21)N)C)F